C(C)(C)(C)OC(=O)N1CCC(CC1)OC=1C(=CC(=C(C(=O)O)C1)[N+](=O)[O-])C(F)(F)F 5-((1-(tert-Butoxycarbonyl)piperidin-4-yl)oxy)-2-nitro-4-(trifluoromethyl)benzoic acid